CC1N(CCNC1)C methyl(methylpiperazine)